COC(=O)C1=CC(=NC=C1)N1N=CC(=C1)C1=C(C(=CC=C1)OCC1=CC=C(C=C1)OC)C1OCCO1.N(=C=O)C=1C=C(C=CC1)N1CCOCC1 4-(3-isocyanatophenyl)morpholine methyl-2-{4-[2-(1,3-dioxolan-2-yl)-3-[(4-methoxyphenyl)methoxy]phenyl]pyrazol-1-yl}pyridine-4-carboxylate